COC1=CC=C(C=C1)N1N=C(C=C1)C(F)(F)F 4-methoxyphenyl-3-(trifluoromethyl)-1H-pyrazole